N-(1-(3-chlorophenyl)-2-hydroxyethyl)-1-(5-methyl-2-((tetrahydrofuran-3-yl)amino)pyrimidin-4-yl)-1H-pyrrole-3-carboxamide ClC=1C=C(C=CC1)C(CO)NC(=O)C1=CN(C=C1)C1=NC(=NC=C1C)NC1COCC1